1-((1-(2-((2'-(morpholinomethyl)-[1,1'-biphenyl]-4-sulfonamido)ethyl)piperidin-4-yl)methyl)-1H-1,2,3-triazol-4-yl)-1H-indole-2-carboxylate O1CCN(CC1)CC1=C(C=CC=C1)C1=CC=C(C=C1)S(=O)(=O)NCCC1NCCC(C1)CN1N=NC(=C1)N1C(=CC2=CC=CC=C12)C(=O)[O-]